(4-(naphthalene-2-yl)phenyl)boric acid C1=C(C=CC2=CC=CC=C12)C1=CC=C(C=C1)OB(O)O